C(#N)C1=C(C=C(C=2CCCCC12)C(=O)OC)F Methyl 4-cyano-3-fluoro-5,6,7,8-tetrahydronaphthalene-1-carboxylate